C(C)(=O)ON(C1=NC(=NC=C1F)C1=NN(C2=NC=C(C=C21)F)CC2=C(C=CC=C2)F)C methyl-((5-fluoro-2-(5-fluoro-1-(2-fluorobenzyl)-1H-pyrazolo[3,4-b]pyridin-3-yl) pyrimidin-4-yl) amino) acetate